N-(2-(4-(cyclopropylmethyl)piperazine-1-yl)-5-((6-((R)-3-(2,4-difluorophenyl)isoxazolidine-2-yl)pyrimidine-4-yl)amino)-4-methoxyphenyl)acrylamide C1(CC1)CN1CCN(CC1)C1=C(C=C(C(=C1)OC)NC1=NC=NC(=C1)N1OCC[C@@H]1C1=C(C=C(C=C1)F)F)NC(C=C)=O